(±)-(E)-ethyl-2-[(E)-hydroxyimino]-5-nitro-3-hexeneamide C(C)\C(\C(\C(=O)N)=N/O)=C/[C@@H](C)[N+](=O)[O-] |r|